ClC1=CC=C(CNC(=O)NC2=CC=C(C=C2)CN2C(CN[C@H](C2)C)=O)C=C1 (S)-1-(4-chlorobenzyl)-3-(4-((5-methyl-2-oxopiperazin-1-yl)methyl)phenyl)urea